2-(hydroxyimino)butan-1-one ethyl-(2-ethylhexyl)fumarate C(C)\C(=C(/C(=O)O)\CC(CCCC)CC)\C(=O)O.ON=C(C=O)CC